1,3,8-trimethyl-5-[[(1R)-1-[3-(2,5-dimethylpyrazol-3-yl)-2-methyl-phenyl]ethyl]amino]imidazo[4,5-g]phthalazin-2-one CN1C(N(C=2C1=CC=1C(=NN=C(C1C2)N[C@H](C)C2=C(C(=CC=C2)C=2N(N=C(C2)C)C)C)C)C)=O